CC1=C(C=C(C=C1)[N+](=O)[O-])S(=O)(=O)NCCC1=NC=CC=C1 2-methyl-5-nitro-N-[2-(pyridin-2-yl)ethyl]benzene-1-sulfonamide